ClC1=CC2=C(OCCCN2C)C(=C1OCC)C(=O)O 7-chloro-8-ethoxy-5-methyl-2,3,4,5-tetrahydrobenzo[b][1,4]oxazepine-9-carboxylic acid